2-Ethyl-6-nitro-1,2-benzisothiazole-3(2H)-one 1,1-dioxide C(C)N1S(C2=C(C1=O)C=CC(=C2)[N+](=O)[O-])(=O)=O